(S)-2-(3-((3-((tert-butoxycarbonyl)amino)propyl)amino)phenyl)-2-(isoindolin-2-yl)acetic acid C(C)(C)(C)OC(=O)NCCCNC=1C=C(C=CC1)[C@@H](C(=O)O)N1CC2=CC=CC=C2C1